2-(N,N-dimethyl-2-aminophenyl)-7-(4-(1,4-dimethyl-1H-imidazol-2-yl)benzyl)thieno[3,2-d]pyrimidine CN(C1=C(C=CC=C1)C=1N=CC2=C(N1)C(=CS2)CC2=CC=C(C=C2)C=2N(C=C(N2)C)C)C